(R)-t-butanesulfinamide C(C)(C)(C)[S@@](=O)N